tert-Butyl 4-(pyridin-4-ylmethyl)-1H-pyrazole-1-carboxylate N1=CC=C(C=C1)CC=1C=NN(C1)C(=O)OC(C)(C)C